ClC=1C=C(C=CC1C(F)(F)F)C(=O)N1CCC(CC1)C1=NOC(=C1)NCCOC [3-chloro-4-(trifluoromethyl)phenyl]-[4-[5-(2-methoxyethylamino)isoxazol-3-yl]-1-piperidyl]methanone